Tert-butyl N-[2-[2-[2-[2-[2-[3-(difluoromethyl)-4-nitro-pyrazol-1-yl]ethoxy]ethoxy]ethoxy] ethoxy]ethyl]carbamate FC(C1=NN(C=C1[N+](=O)[O-])CCOCCOCCOCCOCCNC(OC(C)(C)C)=O)F